C[C@@H]1COCC[C@H]1NC1=NC=C(C(=N1)NC1CCC(CC1)C(=O)N)[N+](=O)[O-] (1S,4s)-4-((2-(((3S,4R)-3-methyltetrahydro-2H-pyran-4-yl)amino)-5-nitropyrimidin-4-yl)amino)cyclohexane-1-carboxamide